(R)-methyl 5-methoxy-3,4-dihydro-2H-pyrrole-2-carboxylate COC=1CC[C@@H](N1)C(=O)OC